tert-butyl 2-(diethoxyphosphoryl)-3-(3-(difluoro(4-(trifluoromethoxy)phenyl)methyl)-1,2,4-oxadiazol-5-yl)propanoate C(C)OP(=O)(OCC)C(C(=O)OC(C)(C)C)CC1=NC(=NO1)C(C1=CC=C(C=C1)OC(F)(F)F)(F)F